4-[(2R,4R)-4-[[1-(2,2-difluoro-1,3-benzodioxol-5-yl)cyclopropanecarbonyl]amino]-7-(difluoromethoxy)-3,4-dihydro-2H-chromen-2-yl]benzoic acid FC1(OC2=C(O1)C=CC(=C2)C2(CC2)C(=O)N[C@@H]2C[C@@H](OC1=CC(=CC=C21)OC(F)F)C2=CC=C(C(=O)O)C=C2)F